1-((3R,5S,8S,9S,10S,13S,14S,17S)-10-ethyl-3-hydroxy-3,13-dimethylhexadecahydro-1H-cyclopenta[a]phenanthren-17-yl)-2-(1H-1,2,3-triazol-1-yl)ethan-1-one C(C)[C@]12[C@H]3CC[C@@]4([C@H](CC[C@H]4[C@@H]3CC[C@H]2C[C@](CC1)(C)O)C(CN1N=NC=C1)=O)C